ClC=1C=C2C(=NC(=NC2=C(C1C1=C(C(=CC(=N1)N)C)C(F)(F)F)F)OC[C@]12CCCN2C[C@@H](C1)F)N1[C@H](COCC1)C 6-(6-chloro-8-fluoro-2-(((2R,7aS)-2-fluorotetrahydro-1H-pyrrolizin-7a(5H)-yl)methoxy)-4-((S)-3-methylmorpholino)quinazolin-7-yl)-4-methyl-5-(trifluoromethyl)pyridin-2-amine